(5Z)-5-(1,3-Benzoxazol-6-ylmethylene)-3-methyl-2-[(4-methylthiazol-2-yl)methylamino]imidazol-4-one O1C=NC2=C1C=C(C=C2)\C=C/2\C(N(C(=N2)NCC=2SC=C(N2)C)C)=O